4-Chlorophenyl 3-deoxy-3-[4-(3,4,5-trifluorophenyl)-1H-1,2,3-triazol-1-yl]-α-D-galactopyranoside FC=1C=C(C=C(C1F)F)C=1N=NN(C1)[C@@H]1[C@H]([C@@H](OC2=CC=C(C=C2)Cl)O[C@@H]([C@@H]1O)CO)O